N1=C(C=NC2=CC=CC=C12)NS(=O)(=O)C1=CC=CC=C1 N-(2-quinoxalinyl)benzenesulfonamide